C[C@H]1OCCN(C1)C1=CC=CC(=N1)NC(C1=C(C=C(C=C1)S(NC)(=O)=O)N1CCC2(CC2)CC1)=O (R)-N-(6-(2-Methylmorpholino)pyridin-2-yl)-4-(N-methylsulfamoyl)-2-(6-azaspiro[2.5]octan-6-yl)benzamide